C(OC1=CC=C(C=C1)[N+](=O)[O-])(OC(C)C1=CC=CC=C1)=O 4-nitrophenyl (1-phenylethyl) carbonate